C1(=C(C=CC=C1)N(C(C(=O)O)=O)C)C1=CC=CC=C1 2-([1,1'-biphenyl]-2-yl-(methyl)amino)-2-oxoacetic acid